COC=1C=C2CCN3[C@@H](C2=CC1OC)C[C@H]([C@H](C3)CC(C)C)[C@](C(=O)OC3C(CCC(C3)C)C(C)C)(C)N 5-methyl-2-isopropyl-cyclohexanol (2r,3r,11br)-9,10-dimethoxy-3-(2-methylpropyl)-1h,2h,3h,4h,6h,7h,11bh-pyrido[2,1-a]isoquinolin-2-yl-(2S)-2-aminopropionate